N-methoxy-N-methyl-β-cyclopentylpropionamide CON(C(CCC1CCCC1)=O)C